FC1CC(N(C1)C(C(C)N1N=CN=C1)=O)C(=O)NC(C1=CC=C(C=C1)C(C)C)C1=CC=CC=C1 4-fluoro-N-{phenyl[4-(propan-2-yl)phenyl]methyl}-1-[2-(1H-1,2,4-triazol-1-yl)propanoyl]pyrrolidine-2-carboxamide